C(C=C)(=O)NC=1C=C(C=CC1)N(C1=CC=NC=2N1N=CC2C(C)C)C(=O)OC(C)(C)C 7-((3-Acrylamidophenyl)(tert-butoxycarbonyl)amino)-3-isopropylpyrazolo[1,5-a]pyrimidine